C(C)(=O)[C@]1([C@](C(=O)OC1=O)(O)C(C)=O)O diacetyl-L-tartaric acid anhydride